OC1=C(C(=CC(=C1C1=NNC(O1)=O)CCCCC)O)C1=CC(=CC=C1)C 5-(2,6-dihydroxy-3'-methyl-4-pentyl-[1,1'-biphenyl]-3-yl)-1,3,4-oxadiazol-2(3H)-one